α-aminoketoglutaric acid NC(C(=O)O)C(CC(=O)O)=O